C1(=C(C=CC=C1)C=1C=NC=CC1NC(=O)C=1C=NN2C1N=CC=C2)C N-(3-o-tolylpyridin-4-yl)pyrazolo[1,5-a]pyrimidine-3-carboxamide